FC1=NC(=C2N=CNC2=N1)NC(OC(C)(C)C)=O tert-butyl N-(2-fluoro-9H-purin-6-yl)carbamate